6-(1-(tert-butoxycarbonyl)-5,5-difluoropiperidin-3-yl)-4-chloro-7-fluoro-1-((2-(trimethylsilyl)ethoxy)methyl)-1H-indole-2-carboxylic acid C(C)(C)(C)OC(=O)N1CC(CC(C1)(F)F)C1=CC(=C2C=C(N(C2=C1F)COCC[Si](C)(C)C)C(=O)O)Cl